5-(5-(4-(dimethylamino)cyclohexyl)-3-isopropyl-1H-indol-2-yl)-1,3,4-trimethylpyridin-2(1H)-one CN(C1CCC(CC1)C=1C=C2C(=C(NC2=CC1)C=1C(=C(C(N(C1)C)=O)C)C)C(C)C)C